4-((4-aminophenyl)sulfonyl)benzonitrile NC1=CC=C(C=C1)S(=O)(=O)C1=CC=C(C#N)C=C1